C1(=CC=CC=C1)N1C(N(C2=C1C=CC=C2)C)C(=O)[O-] 1-phenyl-3-methyl-benzimidazolate